4-((2R)-2-(methoxymethyl)-4-(4-(trifluoromethyl)phenyl)pyrrolidin-1-yl)aniline COC[C@@H]1N(CC(C1)C1=CC=C(C=C1)C(F)(F)F)C1=CC=C(N)C=C1